COC(C=CCCCCCCC=O)=O 10-oxodecenoic methyl ester